6-ethyl-3-methyl-6H-thieno[2,3-b]pyrrole-5-carbaldehyde C(C)N1C2=C(C=C1C=O)C(=CS2)C